OC1=C(C(=O)OC2C3(CCC(C2)C3(C)C)C)C(=CC(=C1)OCC(C)C)O bornyl 2,6-dihydroxy-4-isobutoxybenzoate